C(=O)O.C(#N)C=1C(=NC(=C(C1CC)C#N)N1CCC(CC1)N(C)C)SC(C(=O)N)C1=CC=C(C=C1)F 2-((3,5-dicyano-6-(4-(dimethylamino)piperidin-1-yl)-4-ethylpyridin-2-yl)thio)-2-(4-fluorophenyl)acetamide, Formic acid salt